C1=CC(=C(C=C1O)O)O The molecule is a benzenetriol carrying hydroxy groups at positions 1, 2 and 4. It has a role as a mouse metabolite.